7-fluoro-3-(methoxymethoxy)naphthalen-1-yl trifluoromethanesulfonate FC(S(=O)(=O)OC1=CC(=CC2=CC=C(C=C12)F)OCOC)(F)F